P(=S)(O[Si](C)(C)C)(O[Si](C)(C)C)O[Si](C)(C)C Tris(trimethylsilyl) thiophosphate